(2r,3r,4s,5s)-carbonate C([O-])([O-])=O